C(C)(C)(C)OC(=O)N1C2CN(C(C1)CC2)C2=NN(C1=C2C=NC(=C1)Cl)C1OCCCC1 5-(6-chloro-1-(tetrahydro-2H-pyran-2-yl)-1H-pyrazolo[4,3-C]pyridin-3-yl)-2,5-diazabicyclo[2.2.2]octane-2-carboxylic acid tert-butyl ester